[Si](C)(C)(C(C)(C)C)OCCN1CC2(COC2)C1 6-(2-(tert-butyldimethylsilyloxy)ethyl)-2-oxa-6-azaspiro[3.3]heptane